2-(2,6-Dioxopiperidin-3-yl)-6,7-dihydropyrrolo[3,4-f]isoindole-1,3(2H,5H)-dione HCl Cl.O=C1NC(CCC1N1C(C2=CC=3CNCC3C=C2C1=O)=O)=O